6-(2-((3aS,5S,6aR)-5-(4-fluorophenoxy)-3a-hydroxycyclopenta[c]pyrrol-2(1H)-yl)acetyl)-3,4-dihydroquinolin-2(1H)-one FC1=CC=C(OC2=C[C@@]3(C(CN(C3)CC(=O)C=3C=C4CCC(NC4=CC3)=O)=C2)O)C=C1